N-(4-Chloro-3-cyano-1H-indol-7-yl)-5-(difluoromethyl)-1-methyl-pyrazol-4-sulfonamid ClC1=C2C(=CNC2=C(C=C1)NS(=O)(=O)C=1C=NN(C1C(F)F)C)C#N